ON1[C@@H]2CC[C@H](N(C1=O)C2)C(=N)NC(=O)C=2SC=C(N2)NC(OC(C)(C)C)=O Tert-butyl (2-((((2S,5R)-6-hydroxy-7-oxo-1,6-diazabicyclo[3.2.1]octan-2-yl)(imino)methyl)carbamoyl)thiazol-4-yl)carbamate